3-Bromo-5-ethyl-7-methylthieno[2,3-d]pyridazin-4(5H)-one BrC1=CSC=2C(=NN(C(C21)=O)CC)C